rac-tert-Butyl (3R,4R)-3-hydroxy-4-(hydroxymethyl)piperidine-1-carboxylate O[C@H]1CN(CC[C@@H]1CO)C(=O)OC(C)(C)C |r|